CN1CCC(CC1)CCNC(=O)C=1C=C(C=C(C1)C(=O)O)C(=O)O 5-[2-(1-methyl-4-piperidyl)ethylcarbamoyl]benzene-1,3-dicarboxylic acid